COC=1C=C(C=C(C1)OC)NC=1C=C2N=C(C=NC2=CC1)C=1C=NC(=CC1C)N1CCNCC1 N-(3,5-dimethoxyphenyl)-3-(4-methyl-6-(piperazin-1-yl)pyridin-3-yl)quinoxalin-6-amine